6-(1-methylpyrazol-4-yl)-1,7-naphthyridin-2-amine CN1N=CC(=C1)C=1C=C2C=CC(=NC2=CN1)N